5,7-dichloro-6-methoxy-3,4-dihydroisoquinolin-1(2H)-one ClC1=C2CCNC(C2=CC(=C1OC)Cl)=O